COC(C1=NC=CC(=C1)N1N=C2C=CC(=CC2=C1)N)=O 4-(5-amino-2H-indazol-2-yl)picolinic acid methyl ester